5-[1-(2-Fluoro-6-methyl-phenyl)-piperidin-4-yl]-2-((S)- or (R)-2-fluoro-propyl)-7-(2-trifluoromethylbenzyl)-2,4,5,7-tetrahydro-pyrazolo[3,4-d]pyrimidin-6-one FC1=C(C(=CC=C1)C)N1CCC(CC1)N1C(N(C=2C(C1)=CN(N2)C[C@H](C)F)CC2=C(C=CC=C2)C(F)(F)F)=O |o1:24|